propylene glycol di(methyl)acrylate CC(=CC(=O)O)C.C(C(C)O)O